N[C@@H](CCCCN)C(=O)O |r| d,l-lysine